5-hydroxy-uracil OC=1C(NC(NC1)=O)=O